FC1=C(C(=CC=C1F)OC)[C@@H](N1C(C2=CC=CC=C2C1)=O)C=1NC2=CC=CC=C2C1 (R)-2-((2,3-difluoro-6-methoxyphenyl)(1H-indol-2-yl)methyl)isoindolin-1-one